[Cl-].[Zn+2].N[C@@H](CC(=O)[O-])C(=O)OC(CCCCCCCCCCC)=O.[Na+] Sodium Lauroyl Aspartate Zinc Chloride